C(CC=C)OC=1C=2N(C=C(N1)C=1C=C(C=NC1OC)CNCC)C=CN2 N-((5-(8-(but-3-en-1-yloxy)imidazo[1,2-a]pyrazin-6-yl)-6-methoxypyridin-3-yl)methyl)ethanamine